C(C)OC[C@@]1(CN(CC1)CC1=CC=C(C=C1)NC(C)=O)CCC1=CC=CC=C1 (S)-N-(4-((3-(ethoxymethyl)-3-phenethylpyrrolidin-1-yl)methyl)phenyl)acetamide